2-chloro-4-fluoro-5-(7-morpholinoquinazolin-4-yl)phenyl-(6-methoxypyridazin-3-yl)methanol tert-butyl-(4-bromo-2-chloro-6-fluorobenzyl)carbamate C(C)(C)(C)N(C(=O)OC(C=1N=NC(=CC1)OC)C1=C(C=C(C(=C1)C1=NC=NC2=CC(=CC=C12)N1CCOCC1)F)Cl)CC1=C(C=C(C=C1F)Br)Cl